2-(4-(trifluoromethyl)phenyl)-2,4-dihydro-3H-1,2,4-triazol-3-one FC(C1=CC=C(C=C1)N1N=CNC1=O)(F)F